tert-Butyl 5-vinyl-L-prolinate C(=C)C1CC[C@H](N1)C(=O)OC(C)(C)C